4-bromophenyl ((S)-2-((R)-4-amino-2-octanamido-4-oxobutanamido)propyl)carbamate NC(C[C@H](C(=O)N[C@H](CNC(OC1=CC=C(C=C1)Br)=O)C)NC(CCCCCCC)=O)=O